N1(CCCC1)C1=CC(=C(N=N1)NC1C[C@@H]2[C@@H](CN(C2)CC2CCOCC2)C1)C(F)(F)F (3aR,5s,6aS)-N-(6-(pyrrolidin-1-yl)-4-(trifluoro-methyl)pyridazin-3-yl)-2-((tetrahydro-2H-pyran-4-yl)methyl)octahydro-cyclopenta[c]pyrrol-5-amine